C(CCCCCCCC)N(CCN(CCC(=O)N1CCC(CC1)CCCN(CCCOC(CCCCC)=O)CCCCCCCCC)CCCCCCCCC)CCCCCCCCC.NCCNCCC[Si](OC)(OC)C gamma-(2-aminoethyl)aminopropyl-methyl-dimethoxysilane 3-((3-(1-(3-((2-(Dinonylamino)ethyl)(nonyl)amino)propanoyl)piperidin-4-yl)propyl)(nonyl)amino)propylhexanoate